FC1=CC=C(CN(C2C(CN(CC2)C2=CC(N(C=3C=CC(=NC23)C#N)C)=O)C)C)C=C1 8-(4-((4-fluorobenzyl)(methyl)amino)-3-methylpiperidin-1-yl)-5-methyl-6-oxo-5,6-dihydro-1,5-naphthyridine-2-carbonitrile